(S)-4-((R)-4-benzyl-2-oxooxazolidin-3-yl)-3-(cyclohexylmethyl)-4-oxobutanoic acid C(C1=CC=CC=C1)[C@H]1N(C(OC1)=O)C([C@H](CC(=O)O)CC1CCCCC1)=O